Racemic-1-(5-(difluoromethoxy)-2-methylphenyl)-3-(isoquinolin-4-yl)-2-oxoimidazolidine-4-carbonitrile FC(OC=1C=CC(=C(C1)N1C(N([C@H](C1)C#N)C1=CN=CC2=CC=CC=C12)=O)C)F |r|